N,N,N,N-tetramethyl-1,4-phenylenediamine CN(C)C1=CC=C(C=C1)N(C)C